C(CCCCCCC)(=O)O.C(C(C)O)O propylene glycol monocaprylat